FC1=C(C=C(C=C1)\C=C\C)C(F)(F)F (E)-1-fluoro-4-(prop-1-en-1-yl)-2-(trifluoromethyl)benzene